2-(2-Methylpyridin-4-yl)-N-(4-methyltetrahydro-2H-pyran-4-yl)-1H-pyrrolo[3,2-c]pyridin-6-amine CC1=NC=CC(=C1)C1=CC=2C=NC(=CC2N1)NC1(CCOCC1)C